(R)-2-(2-(1-aminoethyl)-6-fluorobenzyl)isoindoline-1,3-dione hydrochloride Cl.N[C@H](C)C1=C(CN2C(C3=CC=CC=C3C2=O)=O)C(=CC=C1)F